N(=[N+]=[N-])CCCCCC1=C2C=CNC2=CC(=C1OC=1C=CC(=C(C#N)C1)F)F 5-((4-(5-azidopentyl)-6-fluoro-1H-indol-5-yl)oxy)-2-fluorobenzonitrile